C(C)(C)(C)OC(=O)NCCCCCC(=O)O 6-[(tert-Butoxycarbonyl)amino]hexanoic acid